Ditolylamine CC1=CC=CC=C1NC2=CC=CC=C2C